C(C=C)(=O)N1[C@H](CN(CC1)C1=CC(=NC=2CN(CCC12)C1=CC=CC2=CC=CC(=C12)C)C(=O)N[C@@H](CN)C)CC#N 4-((S)-4-acryloyl-3-(cyanomethyl)piperazin-1-yl)-N-((R)-1-aminopropan-2-yl)-7-(8-methylnaphthalen-1-yl)-5,6,7,8-tetrahydro-1,7-naphthyridine-2-carboxamide